COC1=C2C(=NC=C1)NC=C2C2=CC=1N(C=C2)N=CC1C(=O)NC1CCN(CC1)C 5-(4-methoxy-1H-pyrrolo[2,3-b]pyridin-3-yl)-N-(1-methylpiperidin-4-yl)pyrazolo[1,5-a]pyridine-3-carboxamide